tripropyl-1,3,5,2,4,6-trioxatriphosphine 2,4,6-trioxide C(CC)P1(OP(OP(O1)(CCC)=O)(CCC)=O)=O